rel-(R)-2-((R)-bromo(phenyl)methyl)oxirane Br[C@@H]([C@@H]1OC1)C1=CC=CC=C1 |o1:2|